ClC1=C(C(=CC=C1)Cl)N1C=2N(C3=C(C1=O)C=NC(=N3)NC3=CC=CC=C3)C=CN2 6-(2,6-dichlorophenyl)2-(phenylamino)imidazo[1,2-a]pyrimido[5,4-e]pyrimidin-5(6H)-one